6-[(3R)-3-methyl-1,2,3,4-tetrahydroisoquinoline-2-carbonyl]-2,3-dihydro-1H-isoindole-2-carboxylic acid 1H-pyrrolo[2,3-b]pyridin-5-ylmethyl ester N1C=CC=2C1=NC=C(C2)COC(=O)N2CC1=CC(=CC=C1C2)C(=O)N2CC1=CC=CC=C1C[C@H]2C